O=C(CNC(=O)C1=NC=CN=C1)C1=CC=C(C=C1)C1=NOC(=N1)C(F)(F)F N-(2-oxo-2-(4-(5-(trifluoromethyl)-1,2,4-oxadiazol-3-yl)phenyl)ethyl)pyrazine-2-carboxamide